(2S,3R,4R,5S,6S)-2-[4-chloro-3-[[4-[[(2S)-oxiran-2-yl]methoxy]phenyl]methyl]phenyl]-6-methylsulfanyl-tetrahydropyran-3,4,5-triol ClC1=C(C=C(C=C1)[C@@H]1O[C@H]([C@H]([C@@H]([C@H]1O)O)O)SC)CC1=CC=C(C=C1)OC[C@H]1OC1